(S)-(1-(7-bromo-1,2,3,4-tetrahydroacridin-9-yl)pyrrolidin-3-yl)carbamic acid tert-butyl ester C(C)(C)(C)OC(N[C@@H]1CN(CC1)C=1C2=CC(=CC=C2N=C2CCCCC12)Br)=O